BrC=1C=C2CCC(C2=CC1OCC)=O 5-bromo-6-ethoxy-2,3-dihydro-1H-inden-1-one